FC(C(F)(F)F)(C=1C=C(C=2C=CC=3N(C2N1)C=C(N3)C(=O)NN)C3=CC=CC=C3)F 2-(perfluoroethyl)-4-phenylimidazo[1,2-a][1,8]naphthyridine-8-carbohydrazide